FC(CCN(CCC(C(=O)O)NC1=C2C(=NC=N1)N(N=C2)C)CCCCC2=NC=1NCCCC1C=C2)F 4-((3,3-difluoropropyl)(4-(5,6,7,8-tetrahydro-1,8-naphthyridin-2-yl)butyl)amino)-2-((1-methyl-1H-pyrazolo[3,4-d]pyrimidin-4-yl)amino)butanoic acid